4-(3,5-dimethoxyphenylethynyl)-5-carbamoylpyrimidine COC=1C=C(C=C(C1)OC)C#CC1=NC=NC=C1C(N)=O